(4-(3-methoxypyrrolidin-3-yl)phenyl)(4-(4-(trifluoromethyl)phenyl)piperidin-1-yl)methanone COC1(CNCC1)C1=CC=C(C=C1)C(=O)N1CCC(CC1)C1=CC=C(C=C1)C(F)(F)F